ClC1=NC=CC(=N1)C1=CNC2=CC=C(C=C12)[N+](=O)[O-] 3-(2-chloropyrimidin-4-yl)-5-nitro-1H-indole